6-(4-bromo-1-methyl-1H-pyrazol-3-yl)-3-chloro-2-methoxypyridine BrC=1C(=NN(C1)C)C1=CC=C(C(=N1)OC)Cl